C1N[C@H](CC2=CC=CC=C12)CN(CCCCN)[C@H]1CCCC=2C=CC=NC12 N1-(((R)-1,2,3,4-tetrahydroisoquinolin-3-yl)methyl)-N1-((S)-5,6,7,8-tetrahydroquinolin-8-yl)butane-1,4-diamine